pentan bromide [Br-].CCCCC